FC(N1N=CC(=C1)C1=CN=C2N1N=C(C=C2NCC2=NC1=C(N2)C=CC=C1F)N1CCN(CC1)C)F 3-(1-(difluoromethyl)-1H-pyrazol-4-yl)-N-((4-fluoro-1H-benzo[d]imidazol-2-yl)methyl)-6-(4-methylpiperazin-1-yl)imidazo[1,2-b]pyridazin-8-amine